platinum octanealdehyde C(CCCCCCC)=O.[Pt]